NC=1N=C(C2=C(N1)NC=C2C2=CC=CC=C2)C=2C(=C(C=CC2)N2C(C1=C(C=C(C=C1C=C2)C2CC2)F)=O)CO 2-[3-(2-amino-5-phenyl-7H-pyrrolo[2,3-d]pyrimidin-4-yl)-2-(hydroxymethyl)phenyl]-6-cyclopropyl-8-fluoroisoquinolin-1(2H)-one